CC1=NC(=NC(=C1)C)OC1CCN(CC1)CC(=O)N 2-(4-((4,6-dimethylpyrimidin-2-yl)oxy)piperidin-1-yl)acetamide